(cyclobutylmethyl)(ethylimino)(2-(5-fluoropyridin-3-yl)-2H-indazol-5-yl)-lambda6-sulfane C1(CCC1)C[SH2](C1=CC2=CN(N=C2C=C1)C=1C=NC=C(C1)F)=NCC